FC1=C(C=C(C=C1)OC=1C(=C2C=CNC2=CC1F)SC)C=1NC(=CN1)C(CO)(C)C1=CC(=CC=C1)I 2-(2-(2-fluoro-5-((6-fluoro-4-(methylsulfanyl)-1H-indol-5-yl)oxy)phenyl)-1H-imidazol-5-yl)-2-(3-iodophenyl)propan-1-ol